N-methoxy-N-methylbenzo[b]thiophene-7-carboxamide CON(C(=O)C1=CC=CC2=C1SC=C2)C